ClC=1C(=C(C(=O)N)C=CC1)OC=1C2=C(N=C(N1)C)SC(=C2C)C2=C(C=CC=C2)Cl 3-chloro-2-{[6-(2-chlorophenyl)-2,5-dimethylthieno[2,3-d]pyrimidin-4-yl]oxy}benzamide